C(C)NC(NC1=NC=C(C(=O)N2CCN(CC2)C=2C=CC(=NC2C)C(=O)NC)C=C1)=O 5-(4-(6-(3-ethylureido)nicotinoyl)piperazin-1-yl)-N,6-dimethylpicolinamide